ethyl 7-chloro-6-fluoro-4-oxo-1-(1,3-thiazol-2-yl)-1,4-dihydro-1,8-naphthyridine-3-carboxylate ClC1=C(C=C2C(C(=CN(C2=N1)C=1SC=CN1)C(=O)OCC)=O)F